[Fe].[Au].[S].BrC1=CC=C(C=C1)CCC1CC1 1-[2-(4-bromophenyl)ethyl]cyclopropane sulfur gold iron